4-((tert-butyldimethylsilyl)oxy)phenol [Si](C)(C)(C(C)(C)C)OC1=CC=C(C=C1)O